4-(8-bromoquinoxalin-2-yl)-1H-pyrazole-1-carboxylic acid tert-butyl ester C(C)(C)(C)OC(=O)N1N=CC(=C1)C1=NC2=C(C=CC=C2N=C1)Br